(9H-pyrido[2,3-b]indol-3-yl)methanol N1=CC(=CC2=C1NC1=CC=CC=C21)CO